2-((2S,3S)-3-phenyl-1,4-dioxaspiro[4.5]decan-2-yl)ethyl pivalate C(C(C)(C)C)(=O)OCC[C@@H]1OC2(O[C@H]1C1=CC=CC=C1)CCCCC2